FC(C(=O)[O-])(F)F.C(=O)(O)C[NH2+]CC1=C(C=C(C=C1)C=1N=NC=NN1)F 1-Carboxy-N-(2-fluoro-4-(1,2,4,5-tetrazin-3-yl)benzyl)methanaminium 2,2,2-trifluoroacetate